C(C)(C)(C)C1N(CCN(C1)C(C#C)=O)C(=O)OC(C=1OC2=C(C1)C=CC(=C2)OC)(C2=CC(=CC=C2)Cl)C2=CC(=CC=C2)Cl Bis(3-chlorophenyl)(6-methoxybenzofuran-2-yl)methanol tert-butyl-4-propioloylpiperazine-1-carboxylate